6-[3-(Difluoromethoxy)-4-fluoro-phenyl]-1-(2-pyridylmethyl)pyrazolo[4,3-b]pyridine FC(OC=1C=C(C=CC1F)C=1C=C2C(=NC1)C=NN2CC2=NC=CC=C2)F